O=S1(N(C2=C(OC1CCCNC)C=CC=C2)C=2C=NC1=CC=CC=C1C2)=O 3-[2,2-Dioxido-1-(chinolin-3-yl)-1H-4,2,1-benzoxathiazin-3-yl]-N-methylpropan-1-amin